3-(((R)-7-((2S,4R)-4-amino-2-(3-fluorophenyl)piperidine-1-carbonyl)-7-azaspiro[4.5]dec-10-yl)methyl)-6-phenylpyrimidin-4(3H)-one N[C@H]1C[C@H](N(CC1)C(=O)N1CC2(CCCC2)[C@@H](CC1)CN1C=NC(=CC1=O)C1=CC=CC=C1)C1=CC(=CC=C1)F